N1=C(C=CC(=C1)C=O)C1=NC=C(C=C1)C=O bipyridine-5,5'-dicarbaldehyde